CN1N(C(C=C1)=O)C=1C=CC2=C(N=C(O2)C)C1 1-methyl-2-(2-methylbenzo[d]oxazol-5-yl)-1,2-dihydro-3H-pyrazol-3-one